1-bromo-4-trifluoromethylsulfonyl-benzene BrC1=CC=C(C=C1)S(=O)(=O)C(F)(F)F